9,9',9''-((6-(3,6-dimethyl-9H-carbazol-9-yl)-4-(2-(2,6-diphenylpyrimidin-4-yl)phenyl)pyridine-2,3,5-triyl)tris(benzene-4,1-diyl))tris(9H-carbazole) CC=1C=CC=2N(C3=CC=C(C=C3C2C1)C)C1=C(C(=C(C(=N1)C1=CC=C(C=C1)N1C2=CC=CC=C2C=2C=CC=CC12)C1=CC=C(C=C1)N1C2=CC=CC=C2C=2C=CC=CC12)C1=C(C=CC=C1)C1=NC(=NC(=C1)C1=CC=CC=C1)C1=CC=CC=C1)C1=CC=C(C=C1)N1C2=CC=CC=C2C=2C=CC=CC12